4-(2-(1H-pyrrolo[3,4-c]pyridin-2(3H)-yl)ethoxy)phenethylcarbamic acid tert-butyl ester C(C)(C)(C)OC(NCCC1=CC=C(C=C1)OCCN1CC=2C=NC=CC2C1)=O